OCCSC1=NN=C(S1)NC(C1=CN=C(C=C1C1=C(C=CC=C1)OC)C)=O N-(5-((2-hydroxyethyl)thio)-1,3,4-thiadiazol-2-yl)-4-(2-methoxyphenyl)-6-methylnicotinamide